(6-methyl-3-(pyrimidin-2-yl)pyridin-2-yl)((1S,4R,6R)-6-((5-(trifluoromethyl)pyridin-2-yl)oxy)-2-azabicyclo[2.2.1]heptan-2-yl)methanone CC1=CC=C(C(=N1)C(=O)N1[C@@H]2[C@@H](C[C@H](C1)C2)OC2=NC=C(C=C2)C(F)(F)F)C2=NC=CC=N2